(2R,3R,4S,5S,6S)-2-((benzoyloxy)methyl)-6-hydroxytetrahydro-2H-pyran-3,4,5-triyl tribenzoate C(C1=CC=CC=C1)(=O)O[C@@H]1[C@H](O[C@@H]([C@H]([C@H]1OC(C1=CC=CC=C1)=O)OC(C1=CC=CC=C1)=O)O)COC(C1=CC=CC=C1)=O